Ethyl (E)-3-(6-(acetoxymethyl)-5-methylpyridin-2-yl)-3-(1-ethyl-4-methyl-1H-benzo[d][1,2,3]triazol-5-yl)acrylate C(C)(=O)OCC1=C(C=CC(=N1)/C(=C/C(=O)OCC)/C1=C(C2=C(N(N=N2)CC)C=C1)C)C